CCCCCC=CCC(=O)OC(C)(C)C Tert-butyl oct-6-ene-8-carboxylate